(6aR,9R)-N,N-diethyl-7-methyl-4,6,6a,7,8,9-hexahydroindolo[4,3-fg]quinoline-9-carboxamide-4,5-d trifluoroacetate FC(C(=O)O)(F)F.C(C)N(C(=O)[C@H]1CN([C@@H]2CC=3C4=C(C2=C1)C=CC=C4N(C3[2H])[2H])C)CC